CC1=C(C=CC(=C1)OC1=CC(=C(C=N1)N)C)C1=C(C=CC=C1)C 6-((2,2'-dimethyl-[1,1'-biphenyl]-4-yl)oxy)-4-methylpyridin-3-amine